NC1=CC(=C(C(=O)N[C@@H](CCOC2CC(C2)CCC2=NC=3NCCCC3C=C2)C(=O)O)C(=C1)Cl)Cl N-(4-amino-2,6-dichlorobenzoyl)-O-((1r,3r)-3-(2-(5,6,7,8-tetrahydro-1,8-naphthyridin-2-yl)ethyl)cyclobutyl)-L-homoserine